3-((2'S,3S,4'S,5'R)-1-(4-(1H-tetrazol-5-yl)benzyl)-5-chloro-4'-(2-chlorophenyl)-2'-neopentyl-spiro[indoline-3,3'-pyrrolidine]-5'-carboxamido)benzoic acid N1N=NN=C1C1=CC=C(CN2C[C@@]3([C@@H](N[C@H]([C@@H]3C3=C(C=CC=C3)Cl)C(=O)NC=3C=C(C(=O)O)C=CC3)CC(C)(C)C)C3=CC(=CC=C23)Cl)C=C1